C(C)(C)N1N=CC(=C1)C(=O)NC1=CC(=CC=C1)[C@H](C)NC1=CN=C2C(=N1)N(N=C2)C (S)-1-isopropyl-N-(3-(1-((1-methyl-1H-pyrazolo[3,4-b]pyrazin-6-yl)amino)ethyl)phenyl)-1H-pyrazole-4-carboxamide